4-benzyl-1,4-oxazepane C(C1=CC=CC=C1)N1CCOCCC1